2-(3,5-dimethoxyphenyl)ethan-1-ol COC=1C=C(C=C(C1)OC)CCO